N-(2,4-Dimethoxybenzyl)-3-methyl-1H-pyrazolo[4,3-c]pyridin-4-amine COC1=C(CNC2=NC=CC3=C2C(=NN3)C)C=CC(=C1)OC